1-(trans-4-((5-cyanopyridin-2-yl)amino)cyclohexyl)-3-ethyl-1-(4-(1-methyl-1H-pyrazol-4-yl)phenyl)urea C(#N)C=1C=CC(=NC1)N[C@@H]1CC[C@H](CC1)N(C(=O)NCC)C1=CC=C(C=C1)C=1C=NN(C1)C